FC1(CCC(CC1)C1=NC(=CC(=N1)NC(C1=C(C=C(C=C1)NS(=O)(=O)CCO)N1C[C@H]2C[C@]2(CC1)C(F)F)=O)C)F N-(2-(4,4-difluorocyclohexyl)-6-methylpyrimidin-4-yl)-2-((1S,6R)-6-(difluoromethyl)-3-azabicyclo[4.1.0]heptan-3-yl)-4-((2-hydroxyethyl)sulfonamido)benzamide